FC(C1=C(C=CC(=C1)C(F)(F)F)C(C)N1N=CC(=C1)NC(=O)C1=CN=C(S1)C=1OC=CC1)(F)F N-(1-(1-(2,4-bis(trifluoromethyl)phenyl)ethyl)-1H-pyrazol-4-yl)2-(furan-2-yl)thiazole-5-carboxamide